C(CCCCCCCCCCC)(=O)N(C)CC(=O)[O-] Lauroylsarcosinat